ClC1=CC=C(C=C1)C#CC(C(=C)C)(O)C 5-(4-chlorophenyl)-2,3-dimethylpent-1-en-4-yn-3-ol